C(C)(C)(C)C1=C(C=CC=C1)O o-tertiary butyl-phenol